C(C1=CC=CC=C1)[C@H](C(=O)NC1=CC=C(C=C1)C=1C(=NNC1C)C)NC(=O)C=1N(N=CC1)C N-[(1R)-1-benzyl-2-[4-(3,5-dimethyl-1H-pyrazol-4-yl)anilino]-2-oxo-ethyl]-2-methyl-pyrazole-3-carboxamide